3-(4-(4-(2,4-Dioxotetrahydropyrimidin-1(2H)-yl)phenyl)piperazin-1-yl)azetidine-1-carboxylic acid tert-butyl ester C(C)(C)(C)OC(=O)N1CC(C1)N1CCN(CC1)C1=CC=C(C=C1)N1C(NC(CC1)=O)=O